N1N=C(C=C1)CN1N=CC2=C(C1=O)N(C1=C2SC(=N1)C(C1=NNC=C1)(F)F)C 6-((1H-pyrazol-3-yl)methyl)-2-(difluoro(1H-pyrazol-3-yl)methyl)-4-methyl-4,6-dihydro-5H-thiazolo[5',4':4,5]pyrrolo[2,3-d]pyridazin-5-one